ClC=1C(=C2C(=NC1N1CC3(CN(C3)C(C=C)=O)CC1)CC(OC2)(C)C)C2=CC(=CC1=CC=CC=C21)O (P)-1-(6-(3-chloro-4-(3-hydroxy-1-naphthalenyl)-7,7-dimethyl-7,8-dihydro-5H-pyrano[4,3-b]pyridin-2-yl)-2,6-diazaspiro[3.4]octan-2-yl)-2-propen-1-one